C(C)(C)N1N=C(N=C1CN)C 1-(2-isopropyl-5-methyl-1,2,4-triazol-3-yl)methylamine